4-(2-{3-[4-(Cyclopropanesulfonyl)phenyl]-1H-pyrazolo[3,4-b]pyridin-5-yl}-7-methyl-6,7,8,9-tetrahydro-5H-benzo[7]annulen-7-yl)morpholine C1(CC1)S(=O)(=O)C1=CC=C(C=C1)C1=NNC2=NC=C(C=C21)C=2C=CC1=C(CCC(CC1)(C)N1CCOCC1)C2